NC1(C(C(CCC1)(C)O)=O)C1=C(C(=CC=C1)OC(F)(F)F)F 2-amino-2-(2-fluoro-3-(trifluoromethoxy)phenyl)-6-hydroxy-6-methylcyclohexane-1-one